2-(3'-(tert-butyl)-5'-fluoro-2'-(methoxymethyloxy)-[1,1'-biphenyl]-2-yl)-4,7-dimethyl-1H-indene C(C)(C)(C)C=1C(=C(C=C(C1)F)C1=C(C=CC=C1)C=1CC2=C(C=CC(=C2C1)C)C)OCOC